4-isopropoxy-benzene-1,2-diamine C(C)(C)OC=1C=C(C(=CC1)N)N